FC12CC(C1)(C2)N2N=C1N([C@@H](CCC1)C1=CC=CC=C1)C2=O (S)-2-(3-fluorobicyclo[1.1.1]pentan-1-yl)-5-phenyl-5,6,7,8-tetrahydro-[1,2,4]triazolo[4,3-a]pyridin-3(2H)-one